CC1(NC(N(C1=O)C1=CC(=C(C#N)C=C1)C(F)(F)F)=O)C 4-(4,4-dimethyl-2,5-dioxoimidazolin-1-yl)-2-trifluoromethyl-benzonitrile